Tert-butyl 6-cyclobutyl-6-hydroxy-2-azaspiro[3.4]octane-2-carboxylate C1(CCC1)C1(CC2(CN(C2)C(=O)OC(C)(C)C)CC1)O